NCC1=CC(=C(C=C1)NC(=O)C1=CC2=C(OCCC3=C2SC=C3)C=C1C=1C(=NC(=CC1)C(NCCC)=O)C(=O)O)Br 3-(9-((4-(aminomethyl)-2-bromophenyl)carbamoyl)-4,5-dihydrobenzo[b]thieno[2,3-d]oxepin-8-yl)-6-(propylcarbamoyl)picolinic acid